FC(C1=NN=C(S1)C1=CN=C2N1C=C(C=C2F)S(=O)(=O)Cl)F 3-(5-(Difluoromethyl)-1,3,4-thiadiazol-2-yl)-8-fluoro-imidazo[1,2-a]pyridine-6-sulfonyl chloride